2-(5,6,7,8,9,10-hexahydropyridazino[4',3':4,5]pyrrolo[2,3]azepin-3-yl)phenol N1=NC(=CC2=C1NC=1CCCCNC12)C1=C(C=CC=C1)O